(1'RS,2RS,2'RS,3RS,7'RS,8'RS)-3,4'-dimethylspiro[oxirane-2,9'-tricyclo[6.2.1.0~2,7~]undec[4]ene] C[C@H]1O[C@]12[C@H]1[C@@H]3CC=C(C[C@@H]3[C@@H](C2)C1)C |r|